C(#N)\C(=C/C=1C=NN(C1C)C=1SC(=CC1C#N)C)\C1=NC2=C(C=NC(=C2)OC)N1 (E)-2-(4-(2-cyano-2-(6-methoxy-3H-imidazo[4,5-c]pyridine-2-yl)vinyl)-5-methyl-1H-pyrazol-1-yl)-5-methylthiophene-3-carbonitrile